5-(benzo[d]thiazol-6-yl)-N-(3-aminophenyl)-1-(6-methylpyridin-2-yl)-1H-pyrazole-3-carboxyamide S1C=NC2=C1C=C(C=C2)C2=CC(=NN2C2=NC(=CC=C2)C)CC(=O)NC2=CC(=CC=C2)N